ClC1=C(C=C(C=C1)C1=NOC(=N1)[C@H](C)NC(OC(C)(C)C)=O)F tert-butyl N-[(1S)-1-[3-(4-chloro-3-fluoro-phenyl)-1,2,4-oxadiazol-5-yl]ethyl]carbamate